ClC=1C=CC=2C3=C(C(=NC2C1)OCC1N(CCC1)C)C=NC(=N3)N3CCNCC3 8-Chloro-5-((1-methylpyrrolidin-2-yl)methoxy)-2-(piperazin-1-yl)pyrimido[5,4-c]quinoline